C(C)(C)N1C=C(C=CC1=O)C=1C=NC=CC1 1-isoPropyl-[3,3'-bipyridine]-6(1H)-one